C12(CC3CC(CC(C1)C3)C2)NCC2=CC=C(C(=O)NC=3C=CC1=C(C(=CO1)C1C(NC(CC1)=O)=O)C3)C=C2 4-(((adamantan-1-yl)amino)methyl)-N-(3-(2,6-dioxopiperidin-3-yl)benzofuran-5-yl)benzamide